O1C(CCCC1)N1N=CC2=CC(=CC=C12)NC([O-])=O N-(1-tetrahydropyran-2-ylindazol-5-yl)carbamate